3-(4'-methoxyphenyl)-acenaphthene-1,2-diol COC1=CC=C(C=C1)C1=C2C(C(C=3C=CC=C(C=C1)C32)O)O